CC1=NN(C(=C1C(F)(F)F)C(=O)NC1=CC(=NC=C1)S(=O)(=O)C)CC1CC(C(C1)(F)F)(F)F 3-methyl-N-(2-(methylsulfonyl)pyridin-4-yl)-1-((3,3,4,4-tetrafluorocyclopentyl)methyl)-4-(trifluoromethyl)-1H-pyrazole-5-carboxamide